bis(trifluoroacetyl)iodobenzene sodium [Na].FC(C(=O)C=1C(=C(C=CC1)I)C(C(F)(F)F)=O)(F)F